ethyl 2-((4-fluoro-2-iso-propylphenyl)-amino)-6-meth-oxybenzoate FC1=CC(=C(C=C1)NC1=C(C(=O)OCC)C(=CC=C1)OC)C(C)C